COC1=C(C(=O)C2=C3N=CN(C3=NC=N2)[C@H]2[C@H](OC(C)=O)[C@H](OC(C)=O)[C@H](O2)COC(C)=O)C=C(C=C1)OC 6-(2,5-dimethoxybenzoyl)-9-(2',3',5'-tri-O-acetyl-beta-D-ribofuranosyl)purine